3-(aminomethyl)-8-fluoroindolo[2,1-b]quinazoline-6,12-dione Hydrochloride Salt Cl.NCC1=CC=C2C(N3C(=NC2=C1)C(C1=CC(=CC=C13)F)=O)=O